2,7-dichloro-4-oxiranyl-fluorene ClC1=CC=2CC3=CC(=CC=C3C2C(=C1)C1OC1)Cl